NC1=NC=CC=C1C1=NC=2C(=NC(=CC2)C2=CC=CC=C2)N1C1=CC=C(CN2C[C@H](N([C@@H](C2)C)C#N)C)C=C1 (2R,6R)-4-(4-(2-(2-Aminopyridin-3-yl)-5-phenyl-3H-imidazo[4,5-b]pyridin-3-yl)benzyl)-2,6-dimethylpiperazine-1-carbonitrile